NC1=CC=CC(=N1)S(=O)(=O)NC(=O)C=1C(=NC(=CC1)C1=C(C=CC(=C1)C)O)N1C(C[C@@H](C1)C)(C)C N-[(6-Amino-2-pyridyl)sulfonyl]-6-(2-hydroxy-5-methylphenyl)-2-[(4S)-2,2,4-trimethylpyrrolidin-1-yl]pyridin-3-carboxamid